S(=O)(=O)(OC=CCCC)[O-] Pentenyl sulfate